6',6'''-(pyridine-2,6-diyl)bis(3'-butoxy-3-(adamant-1-yl)-5-methyl-[1,1'-biphenyl]-2-ol) N1=C(C=CC=C1C1=CC=C(C=C1C=1C(=C(C=C(C1)C)C12CC3CC(CC(C1)C3)C2)O)OCCCC)C2=CC=C(C=C2C=2C(=C(C=C(C2)C)C23CC1CC(CC(C2)C1)C3)O)OCCCC